[Na+].C[Si](C)(CCCS(=O)(=O)[O-])C 2,2-dimethyl-2-silapentane-5-sulfonate sodium salt